S1C=NC(=C1)COC1=C(C=C2C=C(N(C2=C1)S(=O)(=O)C1=CC=C(C)C=C1)CNC(OC(C)(C)C)=O)OC(F)(F)F tert-butyl ((6-(thiazol-4-ylmethoxy)-1-tosyl-5-(trifluoromethoxy)-1H-indol-2-yl)methyl)carbamate